C(CN(CC(=O)[O-])CC(=O)[O-])N(CCN(CC(=O)[O-])CC(=O)[O-])CC(=O)[O-].[Na+].[Na+].[Na+].[Na+].[Na+] pentasodium Diethylenetriaminepentaacetate